5-((3,3-difluoropiperidin-4-yl)oxy)-N-(8-fluoro-2-methylimidazo[1,2-a]pyridin-6-yl)pyrazine-2-carboxamide tert-Butyl-3,3-difluoro-4-hydroxypiperidine-1-carboxylate C(C)(C)(C)OC(=O)N1CC(C(CC1)O)(F)F.FC1(CNCCC1OC=1N=CC(=NC1)C(=O)NC=1C=C(C=2N(C1)C=C(N2)C)F)F